4'-[(1-{[3-fluoro-4-(propan-2-yl)phenyl]carbamoyl}-DL-prolyl)amino]-3-methoxy[1,1'-biphenyl]-4-carboxylic acid FC=1C=C(C=CC1C(C)C)NC(=O)N1[C@@H](CCC1)C(=O)NC1=CC=C(C=C1)C1=CC(=C(C=C1)C(=O)O)OC |r|